1-(3-(5-((4-(4-morpholino-7H-pyrrolo[2,3-d]pyrimidin-6-yl)phenyl)amino)pyrimidin-2-yl)-3,8-diazabicyclo[3.2.1]octan-8-yl)prop-2-en-1-one O1CCN(CC1)C=1C2=C(N=CN1)NC(=C2)C2=CC=C(C=C2)NC=2C=NC(=NC2)N2CC1CCC(C2)N1C(C=C)=O